O=S1(CCC(CC1)C1=CC2=C(N=C(N=C2N[C@H](C)C=2C(=C(C=CC2)C(C2CCN(CC2)C(=O)OC(C)(C)C)(F)F)F)C)N=C1OC)=O tert-butyl (R)-4-((3-(1-((6-(1,1-dioxidotetrahydro-2H-thiopyran-4-yl)-7-methoxy-2-methylpyrido[2,3-d]pyrimidin-4-yl)amino)ethyl)-2-fluorophenyl)difluoromethyl)piperidine-1-carboxylate